(4-hydroxy-3-methylphenyl)-2,3,4,5-tetrahydro-1,2,4-triazine-3,5-dione OC1=C(C=C(C=C1)N1N=CC(NC1=O)=O)C